2-(4-phenoxyphenyl)-1H-1,3-benzodiazol-5-amine O(C1=CC=CC=C1)C1=CC=C(C=C1)C1=NC2=C(N1)C=CC(=C2)N